5-bromo-2-methyldihydro-2H-pyran-4(3H)-one BrC1C(CC(OC1)C)=O